5-[(1R)-1-aminoethyl]thiophene-3-carboximidamide N[C@H](C)C1=CC(=CS1)C(N)=N